6-(2-(benzo[d][1,3]dioxol-5-yl)thieno[3,2-d]pyrimidin-4-yl)-2-methylquinoline-4,6-diamine O1COC2=C1C=CC(=C2)C=2N=C(C1=C(N2)C=CS1)C1(CC=2C(=CC(=NC2C=C1)C)N)N